7-Bromo-8-chloro-4-(2-fluoro-5-(trifluoromethoxy)benzyl)-3,4-dihydropyrido[3,2-f][1,4]oxazepin-5(2H)-one BrC1=CC=2C(N(CCOC2N=C1Cl)CC1=C(C=CC(=C1)OC(F)(F)F)F)=O